FC=1C(=C(C(=O)O)C=C(C1)NC(=O)C1(CC1)C1=C(C=C(C=C1)OC(F)(F)F)F)C=1C=NN(C1)C 3-Fluoro-5-[({1-[2-fluoro-4-(trifluoromethoxy)phenyl]cyclopropyl}carbonyl)amino]-2-(1-methyl-1H-pyrazol-4-yl)benzoic acid